(R)-N-(3,3-difluoro-1-methylpiperidin-4-yl)-6-fluoro-5-(1-(2-fluoroethyl)-2-methyl-1H-benzo[d]imidazol-6-yl)-4-methoxypyrrolo[2,1-f][1,2,4]triazin-2-amine FC1(CN(CC[C@H]1NC1=NN2C(C(=N1)OC)=C(C(=C2)F)C=2C=CC1=C(N(C(=N1)C)CCF)C2)C)F